(((4-(1-methyl-1H-pyrazol-5-yl)-6-oxo-1,6-dihydropyridazin-3-yl)methyl)amino)-2-oxoacetic acid ethyl ester C(C)OC(C(=O)NCC1=NNC(C=C1C1=CC=NN1C)=O)=O